C(#N)[C@H](CC1=CC=C(C=C1)C=1C=CC2=C(N(C(O2)=O)C)C1)NC(=O)[C@H]1OCC(CNC1)(F)F (S)-N-((S)-1-cyano-2-(4-(3-methyl-2-oxo-2,3-dihydrobenzo[d]oxazol-5-yl)phenyl)ethyl)-6,6-difluoro-1,4-oxazepane-2-carboxamide